ClC1=C(C=CC(=C1)C(F)(F)F)NC(=O)C1(CCC1)N1N=CC(=C1)C#CC1CN(C1)C=1C=C2C(N(C(C2=CC1)=O)C1C(NC(C1)=O)=O)=O N-(2-chloro-4-(trifluoromethyl)phenyl)-1-(4-((1-(2-(2,5-dioxopyrrolidin-3-yl)-1,3-dioxoisoindoline-5-yl)azetidin-3-yl)ethynyl)-1H-pyrazol-1-yl)cyclobutane-1-carboxamide